C1(=CC(=CC2=NC3=CC=CC=C3N=C12)N)N phenazine-1,3-diamine